2-Ethyl-2-methyl-heptanol C(C)C(CO)(CCCCC)C